diisopropyl 2,5-dimethyl-3,4-thiophenedicarboxylate CC=1SC(=C(C1C(=O)OC(C)C)C(=O)OC(C)C)C